C(C)N[N+](=O)[O-] ethyl-nitroamine